3-((4-Chlorophenyl)amino)-N-(3-(dimethylamino)propyl)quinoxaline-2-carboxamide ClC1=CC=C(C=C1)NC=1C(=NC2=CC=CC=C2N1)C(=O)NCCCN(C)C